racemic-tert-butylsulfonamide C(C)(C)(C)S(=O)(=O)N